3-bromo-5-(3-((tert-butyl-dimethylsilyl)oxy)prop-1-en-2-yl)-2-methylpyridine BrC=1C(=NC=C(C1)C(=C)CO[Si](C)(C)C(C)(C)C)C